eth-2-yl 12-(3,4-difluorobenzoyl)-14,14-dimethyl-3,8,12-triazatricyclo[7.5.0.02,7]tetradeca-1(9),2,4,6,10-pentaene-10-carboxylate FC=1C=C(C(=O)N2C=C(C=3NC4=CC=CN=C4C3C(C2)(C)C)C(=O)OCC)C=CC1F